ClC=1C=C(OCCN2CC(C2)O)C=CC1C=1N(C2=NC=NC(=C2N1)OC1(CC1)C)CC1=NC=CC(=C1)C(F)F 1-(2-(3-chloro-4-(9-((4-(difluoromethyl)pyridin-2-yl)methyl)-6-(1-methylcyclopropoxy)-9H-purin-8-yl)phenoxy)ethyl)azetidin-3-ol